Cl.COC1=NC2=CC=CC=C2C=C1NC1CCNCC1 methoxy-N-(piperidin-4-yl)quinolin-3-amine hydrochloride